C(=O)(OCC1C2=CC=CC=C2C2=CC=CC=C12)N[C@H](CCC(=O)O)C(=O)O fmoc-D-glutamic acid